C(C)(C)C1=CC=C(C=C1)C12CN(CC2C1)C(=O)C1CC2(C1)NC(OC2)=O (rac)-(2s,4s)-2-(1-(4-isopropylphenyl)-3-azabicyclo[3.1.0]hexane-3-carbonyl)-7-oxa-5-azaspiro[3.4]octan-6-one